N3,N3-bis([1,1'-biphenyl]-4-yl)-N5-(dibenzo[b,d]thiophen-2-yl)-N5-phenyl-[1,1'-biphenyl]-3,5-diamine C1(=CC=C(C=C1)N(C=1C=C(C=C(C1)N(C1=CC=CC=C1)C1=CC2=C(SC3=C2C=CC=C3)C=C1)C1=CC=CC=C1)C1=CC=C(C=C1)C1=CC=CC=C1)C1=CC=CC=C1